tert-butyl 3-(4-cyanophenyl)-2-(2-isobutoxy-6-methylphenyl)-2,4,6,7-tetrahydro-5H-pyrazolo[4,3-c]pyridine-5-carboxylate C(#N)C1=CC=C(C=C1)C=1N(N=C2C1CN(CC2)C(=O)OC(C)(C)C)C2=C(C=CC=C2C)OCC(C)C